CN1C(N(C2=CC=CC=C2C1)CCN1CC2CCC(C1)N2C(=O)OC(C)(C)C)=O tert-Butyl 3-(2-(3-methyl-2-oxo-3,4-dihydroquinazolin-1(2H)-yl)ethyl)-3,8-diazabicyclo[3.2.1]octane-8-carboxylate